COC(=O)C=1N=C(NC1C1=CC(=C(C=C1)OC)OC)C1=CC=CC=C1 2-phenyl-5-(3,4-dimethoxyphenyl)-1H-imidazole-4-carboxylic acid methyl ester